6-hydroxy-hexanal OCCCCCC=O